NC=1NC2=CC(=CC=C2C1C#N)C(=O)OC methyl 2-amino-3-cyano-1H-indole-6-carboxylate